7-((2R,3R,4R,5S)-3,4-bis((tert-Butyldimethylsilyl)oxy)-5-((((3-phenylisothiazol-4-yl)methyl)thio)methyl)tetrahydrofuran-2-yl)-7H-pyrrolo[2,3-d]pyrimidin-4-amine [Si](C)(C)(C(C)(C)C)O[C@H]1[C@@H](O[C@@H]([C@H]1O[Si](C)(C)C(C)(C)C)CSCC=1C(=NSC1)C1=CC=CC=C1)N1C=CC2=C1N=CN=C2N